5-[(1-methyl-4-piperidyl)oxy]pyridine-2-carbohydrazide CN1CCC(CC1)OC=1C=CC(=NC1)C(=O)NN